N-Ethyl-6-fluoro-3-[2-(methylamino)pyrimidin-5-yl]-4-[3-(trifluoromethyl)pyrazol-1-yl]-9H-pyrido[2,3-b]indol-8-amine C(C)NC=1C=C(C=C2C3=C(NC12)N=CC(=C3N3N=C(C=C3)C(F)(F)F)C=3C=NC(=NC3)NC)F